C(C)(C)(C)OC(C[C@H]1[C@@H](C1)C(=O)O)=O |r| (+/-)-(trans)-2-(2-(tert-butoxy)-2-oxoethyl)cyclopropanecarboxylic acid